NCCCCCCCCCCCCO 1-amino-12-dodecanol